CNC1(C(=O)OCC(CCCC)CC)CC=C(C=C1)NC 2-ethylhexyl 1,4-dimethylaminobenzoate